2-[(methylsulfonyl) methyl]-ethylene oxide CS(=O)(=O)CC1CO1